16-amino-hexadecanoic acid NCCCCCCCCCCCCCCCC(=O)O